(6-(3-cyclopropyl-1H-1,2,4-triazol-1-yl)-2-azaspiro[3.3]heptan-2-yl)(3-(4-cyclopropylphenoxy)azetidin-1-yl)methanone C1(CC1)C1=NN(C=N1)C1CC2(CN(C2)C(=O)N2CC(C2)OC2=CC=C(C=C2)C2CC2)C1